(+/-)-N-[(3R,4R)-3-fluoro-1-methylpiperidin-4-yl]-2-(5-{1-[(4-methanesulfonyl-2-methoxyphenyl)amino]methyl}-1,3,4-oxadiazol-2-yl)-1-(2,2,2-trifluoroethyl)-1H-indol-4-amine F[C@@H]1CN(CC[C@H]1NC=1C=2C=C(N(C2C=CC1)CC(F)(F)F)C=1OC(=NN1)CNC1=C(C=C(C=C1)S(=O)(=O)C)OC)C |r|